OC1(CCC1)CNCC=1C=CC=2N(C1)C=C(N2)CN2C(C1=CN=CC(=C1C=C2)C2=CC=CC=C2)=O 2-((6-((((1-hydroxycyclobutyl)methyl)amino)methyl)imidazo[1,2-a]pyridin-2-yl)methyl)-5-phenyl-2,7-naphthyridin-1(2H)-one